C(C)S(=O)(=O)C=1C=C(C=NC1C1=NC=2C(=NC=C(C2)C(C(F)(F)F)(F)F)N1C)C1=CC=C(C=C1)C1(CC1)C#N 1-{4-[5-(ethanesulfonyl)-6-[3-methyl-6-(1,1,2,2,2-pentafluoroethyl)-3H-imidazo[4,5-b]pyridin-2-yl]pyridin-3-yl]phenyl}cyclopropane-1-carbonitrile